C(C)(C)C1=CC(=NN1)NC1=CN=CC(=N1)OC1CCN(CC1)C(=O)OC(C)(C)C tert-butyl 4-((6-((5-isopropyl-1H-pyrazol-3-yl)amino)pyrazin-2-yl)oxy)piperidine-1-carboxylate